(2R,3R)-2-amino-3-[(pyridin-2-yl)amino]butanoic acid N[C@@H](C(=O)O)[C@@H](C)NC1=NC=CC=C1